C1(CC1)N1N=CC(=C1)[C@H]1CN(C[C@H](O1)C)C1=NC2=NC(=C(N=C2C(=N1)C1=C(C=C(C=C1)F)F)C)C (2S,6R)-2-(1-cyclopropyl-1H-pyrazol-4-yl)-4-(4-(2,4-difluorophenyl)-6,7-dimethylpteridin-2-yl)-6-methylmorpholine